tert-butyl-3-(2-(((2-bromopyridin-4-yl)amino)methyl)-6-cyclopropylimidazo[1,2-a]pyridin-8-yl)-3-fluoroazetidine-1-carboxylate C(C)(C)(C)OC(=O)N1CC(C1)(F)C=1C=2N(C=C(C1)C1CC1)C=C(N2)CNC2=CC(=NC=C2)Br